C(C)(=O)ON=C(C1=CC(=CC=C1)CC(NS(=O)(=O)C1=CC(=CC=C1)NC([C@@H](CNC(=O)OC(C)(C)C)C)=O)C=1SC2=C(N1)C=CC=C2)N |r| [[amino-[3-[2-(1,3-benzothiazol-2-yl)-2-[[3-[[rac-(2R)-3-(tert-butoxycarbonylamino)-2-methyl-propanoyl]amino]phenyl]sulfonylamino]ethyl]phenyl]methylene]amino] acetate